O[C@H](C)C1=CC=C(N=N1)OC1=CC=C(C=C1)C(CC)(CC)C1=CC=C(OC2CC(C2)NC(OC(C)(C)C)=O)C=C1 tert-butyl ((1r,3r)-3-(4-(3-(4-((6-(1-hydroxylethyl)pyridazine-3-yl)oxy)phenyl) pentan-3-yl)phenoxy)cyclobutyl)carbamate